NC(C(=O)O)(C)C1=CC(=CC=C1)C(F)(F)F 2-amino-2-[3-(trifluoromethyl)phenyl]propanoic acid